(R)-4-((3-Cyano-3-methylazetidin-1-yl)sulfonyl)-N-(6-(2-methylmorpholino)pyridin-2-yl)-2-(6-azaspiro[2.5]octan-6-yl)benzamide C(#N)C1(CN(C1)S(=O)(=O)C1=CC(=C(C(=O)NC2=NC(=CC=C2)N2C[C@H](OCC2)C)C=C1)N1CCC2(CC2)CC1)C